methyl 2-[(2S,4R)-1-tert-butoxycarbonyl-4-[tert-butyl (dimethyl) silyl] oxy-pyrrolidin-2-yl]-4-methyl-1H-imidazole-5-carboxylate C(C)(C)(C)OC(=O)N1[C@@H](C[C@H](C1)O[Si](C)(C)C(C)(C)C)C=1NC(=C(N1)C)C(=O)OC